piperidineamine mono-oxide N1(CCCCC1)[NH2]=O